3,3-difluorocyclobutyl (1-cyclobutyl-3-(3,3-difluoro-1-methyl-cyclobutyl)-4-methyl-1H-pyrazol-5-yl)carbamate C1(CCC1)N1N=C(C(=C1NC(OC1CC(C1)(F)F)=O)C)C1(CC(C1)(F)F)C